tert-butyl 2-(3-chloro-6-(4-fluoro-2-(1-isopropyl-1H-pyrazol-5-yl)phenoxy)-1,2,4-triazin-5-yl)-2,7-diazaspiro[3.5]nonane-7-carboxylate ClC=1N=NC(=C(N1)N1CC2(C1)CCN(CC2)C(=O)OC(C)(C)C)OC2=C(C=C(C=C2)F)C2=CC=NN2C(C)C